C(C)N1C[C@@H](C[C@H](C1)F)NC1=NN=C(C(N1C)=O)C1=C(C2=C(SC=C2)C=C1)O 3-(((3R,5R)-1-ethyl-5-fluoropiperidin-3-yl)amino)-6-(4-hydroxybenzo[b]thiophen-5-yl)-4-methyl-1,2,4-triazine-5(4H)-one